N12NCCC(C(C1)C(=O)OC(C)(C)C)C2 tert-butyl diazabicyclo[3.2.1]octane-6-carboxylate